CC(C=C(C)C1=CC=C(C=C1)N)(C)C1=CC=C(C=C1)N 4-methyl-2,4-bis(p-aminophenyl)-2-pentene